FC1=CC=C2CCN(CC2=C1)C1=CC(=C(C(=C1)SC([2H])([2H])[2H])NC(CC(C)(C)C)=O)C N-(4-(7-fluoro-3,4-dihydroisoquinolin-2(1H)-yl)-2-methyl-6-((methyl-d3)thio)phenyl)-3,3-dimethylbutyramide